N-(aminoethyl)carbamic acid tert-butyl ester C(C)(C)(C)OC(NCCN)=O